methyl 5-(5-(1-(5-(((tert-butoxycarbonyl)amino)methyl)-2-methylbenzamido)ethyl)-3'-chloro-[1,1'-biphenyl]-3-yl)-1H-pyrrole-3-carboxylate C(C)(C)(C)OC(=O)NCC=1C=CC(=C(C(=O)NC(C)C=2C=C(C=C(C2)C2=CC(=CC=C2)Cl)C2=CC(=CN2)C(=O)OC)C1)C